The molecule is a monoterpenoid that is the acetate ester of citronellol. It has been isolated from Citrus hystrix. It has a role as a plant metabolite. It is an acetate ester and a monoterpenoid. It derives from a citronellol. CC(CCC=C(C)C)CCOC(=O)C